9-hydroxy-N-(4-methyl-1-((4-(methylamino)-3,4-dioxo-1-(2-oxopyrrolidin-3-yl)butan-2-yl)amino)-1-oxopentan-2-yl)-9H-fluorene-9-carboxamide OC1(C2=CC=CC=C2C=2C=CC=CC12)C(=O)NC(C(=O)NC(CC1C(NCC1)=O)C(C(=O)NC)=O)CC(C)C